tert-butyl (2-{2-[2-(2-oxoethoxy)ethoxy]ethoxy}ethyl)carbamate O=CCOCCOCCOCCNC(OC(C)(C)C)=O